N-((3-Fluorocyclobutyl)methyl)-10-hydroxy-N-methyl-10-((6-oxo-4-phenylpyrimidin-1(6H)-yl)methyl)-7-azaspiro[4.5]decane-7-carboxamide FC1CC(C1)CN(C(=O)N1CC2(CCCC2)C(CC1)(CN1C=NC(=CC1=O)C1=CC=CC=C1)O)C